6-(5-(4,4,5,5-Tetramethyl-1,3,2-dioxaborolan-2-yl)pyridin-2-yl)phenanthridine CC1(OB(OC1(C)C)C=1C=CC(=NC1)C=1N=C2C=CC=CC2=C2C=CC=CC12)C